ClC=1C=C(C(=O)O)C=C(C1C)OCCCN(C)C 3-chloro-5-(3-(dimethylamino)propoxy)-4-methylbenzoic acid